1,3,5-tris(dibenzothiophene-4-yl)-benzene C1=CC=C(C=2SC3=C(C21)C=CC=C3)C3=CC(=CC(=C3)C3=CC=CC2=C3SC3=C2C=CC=C3)C3=CC=CC2=C3SC3=C2C=CC=C3